1-((5,6-bis(benzyloxy)pyrimidin-4-yl)methyl)-4-(4-iodophenyl)-4-methylpyrrolidin-2-one C(C1=CC=CC=C1)OC=1C(=NC=NC1OCC1=CC=CC=C1)CN1C(CC(C1)(C)C1=CC=C(C=C1)I)=O